ClC=1C=NC=C(C1C1=NOC(=C1C=C1CC2(C1)CCN(CC2)C=2SC1=C(N2)C(=CC(=C1)C(=O)O)F)C1CC1)C=C 2-(2-((3-(3-chloro-5-vinylpyridin-4-yl)-5-cyclopropylisoxazol-4-yl)methylene)-7-azaspiro[3.5]non-7-yl)-4-fluorobenzo[d]thiazole-6-carboxylic acid